C(C1=CC=CC=C1)NC=1C(=C2C=CC=CC2=CC1)C=1C(=CC=C2C=CC=CC12)NCC1=CC=CC=C1 (S)-N2,N2'-dibenzyl-(1,1'-binaphthyl)-2,2'-diamine